FC1(CC2(C1)CC(C2)CO)F (2,2-difluorospiro[3.3]hept-6-yl)methanol